2-amino-4-propylsulfanyl-aniline NC1=C(N)C=CC(=C1)SCCC